tert-butyl (2-(4-cyclopropyl-1H-pyrazol-1-yl)ethyl)carbamate C1(CC1)C=1C=NN(C1)CCNC(OC(C)(C)C)=O